Cl.C(C)(C)NC1=C(C=CC=C1)[C@H]1N(CCC1)C1CC2(C1)CCN(CC2)C2=CC=C(C(=O)NS(=O)(=O)C1=CC(=C(C=C1)NCC1CCOCC1)[N+](=O)[O-])C=C2 4-{2-[(2S)-2-[2-(isopropylamino)phenyl]pyrrolidin-1-yl]-7-azaspiro[3.5]nonan-7-yl}-N-{3-nitro-4-[(oxan-4-ylmethyl)amino]benzenesulfonyl}benzamide hydrochloride